ClC1=CC=C(COC2=NC=C(C(=N2)OCC[Si](C)(C)C)C=2NC=C(C2)C(F)(F)F)C=C1 ((4-chlorobenzyl)oxy)-5-(4-(trifluoromethyl)-1H-pyrrol-2-yl)-4-(2-(trimethylsilyl)ethoxy)pyrimidine